CC1=NN(C(=C1)C)C1=CC=C(C=C1)C1CN(C1)C(=O)N1C[C@H](CC1)C(=O)N (3S)-1-[3-[4-(3,5-Dimethylpyrazol-1-yl)phenyl]azetidine-1-carbonyl]pyrrolidine-3-carboxamide